N1C(NC(C12NCCCC2)=O)=O triazaspiro[4.5]decane-2,4-dione